7-(1-(CYCLOPROPYLSULFONYL)PIPERIDIN-4-YL)-5-IODO-7H-PYRROLO[2,3-D]PYRIMIDIN-4-AMINE C1(CC1)S(=O)(=O)N1CCC(CC1)N1C=C(C2=C1N=CN=C2N)I